N-(2-(2-(((5-cyanopyridin-3-yl)methyl)amino)-5-oxo-5,7-dihydro-6H-pyrrolo[3,4-b]pyridin-6-yl)ethyl)cyclopropanecarboxamide C(#N)C=1C=C(C=NC1)CNC1=CC=C2C(=N1)CN(C2=O)CCNC(=O)C2CC2